Cl.N[C@@H]([C@@H](C)O)CC1=C(C2=NC(=CC(=C2S1)NCC=1OC=CC1)Cl)Br (2R,3R)-3-amino-4-(3-bromo-5-chloro-7-{[(furan-2-yl)methyl]amino}thieno[3,2-b]pyridin-2-yl)butan-2-ol hydrochloride